COC(=O)C1=NNC2=CC=C(C=C12)C(=O)N1CCC2(CC1)C(N(C1=CC=C(C(=C12)Cl)F)CC(NCC(F)(F)F)=O)=O 5-[4-chloro-5-fluoro-2-oxo-1-[2-oxo-2-(2,2,2-trifluoroethylamino)ethyl]spiro[indole-3,4'-piperidine]-1'-carbonyl]-1H-indazole-3-carboxylic acid methyl ester